[33-Methyl-2-oxo-5-oxa-1,15,16,17-tetraazaheptacyclo[22.5.3.23,9.118,22.04,8.015,19.027,31]pentatriaconta-3,8,16,18(33),19,21,24,26,31,34-decaen-23-yl]acetic acid CC=1C2=CC=C3C1N=NN3CCCCCC3=C1CCOC1=C(C(N1CCC4=CC=C(C2CC(=O)O)C=C4C1)=O)C=C3